BrC=1C=C(C=C2C=C(NC12)C(=O)N[C@H](C(=O)N[C@H](C(=O)OC)C[C@H]1C(NCCC1)=O)CC1CC1)F (S)-methyl 2-((S)-2-(7-bromo-5-fluoro-1H-indole-2-carboxamido)-3-cyclopropylpropanamido)-3-((S)-2-oxopiperidin-3-yl)propanoate